3-dimethylammonio-Propane C[NH+](CCC)C